7-chloro-5-fluoro-1-(2-isopropyl-4-methylpyridin-3-yl)pyrido[2,3-d]pyrimidine-2,4(1H,3H)-dione ClC=1C=C(C2=C(N(C(NC2=O)=O)C=2C(=NC=CC2C)C(C)C)N1)F